COC1=CC=C(CN(C=2C=3N(C(=C(N2)C2=C(C#N)C=CC=C2)Br)N=C(N3)CC3=C(C=CC=C3)Cl)CC3=CC=C(C=C3)OC)C=C1 (8-(bis(4-methoxybenzyl)amino)-5-bromo-2-(2-chlorobenzyl)-[1,2,4]triazolo[1,5-a]pyrazin-6-yl)benzonitrile